COC1=CC=C(C=C1)CN1C([C@]2(C[C@@H](N[C@@H](C2)C=2N=NN(C2)C)C)C2=CC=CC=C12)=O (2'S,3S,6'S)-1-[(4-methoxyphenyl)methyl]-2'-methyl-6'-(1-methyltriazol-4-yl)spiro[indoline-3,4'-piperidine]-2-one